IC=1C=C2C(N(C(C2=CC1)=O)C1C(NC(CC1)=O)=O)C 3-(5-iodo-3-methyl-1-oxoisoindolin-2-yl)piperidine-2,6-dione